CCCCCCCCC(CCCCCCCC)OC(CCCCN(CCCCCCCCC(=O)OCCCCC)CCCO)=O Pentyl 9-((5-(heptadecan-9-yloxy)-5-oxopentyl)(3-hydroxypropyl)amino)nonanoate